COC1(COCC1)C1=NC=CC(=C1[C@H]1C[C@H](N(CC1)C(=O)OC(C)(C)C)C)C tert-butyl (2R,4R)-4-(2-(3-methoxytetrahydrofuran-3-yl)-4-methylpyridin-3-yl)-2-methylpiperidine-1-carboxylate